(9,9-dimethyl-9H-fluorene-2,7-diyl)bis(6,N-diphenylbenzo[b]naphtho[1,2-d]furan-8-amine) CC1(C2=CC(=CC=C2C=2C=CC(=CC12)C1=CC=CC=2C=C(C3=C(C=4C(O3)=C(C=CC4)NC4=CC=CC=C4)C12)C1=CC=CC=C1)C1=CC=CC=2C=C(C4=C(C=3C(O4)=C(C=CC3)NC3=CC=CC=C3)C12)C1=CC=CC=C1)C